C(#N)C1=CC(=NC=C1)[C@H](C)NC(C(C=1C(NC2=CC=C(C=C2C1)F)=O)(F)F)=O N-[(1S)-1-(4-cyanopyridin-2-yl)ethyl]-2,2-difluoro-2-(6-fluoro-2-oxo-1H-quinolin-3-yl)acetamide